ClCC(=O)O[C@H]1[C@H](OCC=C)O[C@H]([C@@H]([C@H]1O)OCC1=CC2=CC=CC=C2C=C1)C Allyl 2-O-chloroacetyl-4-O-(2-naphthylmethyl)-α-L-rhamnopyranoside